ethyl 5-hydroxy-4,7-dimethyl-2-oxo-2H-chromene-3-carboxylate OC1=C2C(=C(C(OC2=CC(=C1)C)=O)C(=O)OCC)C